CN1CCS(C2=C(C1=O)SC(=C2)C2=NC(=NC=C2C(F)(F)F)NC=2C=C1CCNCC1=CC2SC)(=O)=O 4-methyl-7-(2-((7-(methylthio)-1,2,3,4-tetrahydroisoquinolin-6-yl)amino)-5-(trifluoromethyl)pyrimidin-4-yl)-3,4-dihydrothieno[2,3-f][1,4]thiazepin-5(2H)-one 1,1-dioxide